2-(4-(6-((5-((2-chloro-6-methylphenyl)carbamoyl)thiazol-2-yl)amino)-2-methylpyrimidin-4-yl)piperazin-1-yl)ethyl(5-(nitrooxy)pentyl)succinate ClC1=C(C(=CC=C1)C)NC(=O)C1=CN=C(S1)NC1=CC(=NC(=N1)C)N1CCN(CC1)CCC(C(=O)[O-])(CC(=O)[O-])CCCCCO[N+](=O)[O-]